BrC=1C(=C(C=CC1)NC=1N=CC=C2C=C(C=NC12)C=1NCCN1)C N-(3-bromo-2-methylphenyl)-3-(4,5-dihydro-1H-imidazol-2-yl)-1,7-naphthyridin-8-amine